ClC=1N=C(C2=C(N1)C[C@]1(CCCC3=CC=CC=C13)N(C2)C)Cl (7S)-2,4-dichloro-6-methyl-spiro[5,8-dihydropyrido[4,3-d]pyrimidine-7,1'-tetrahydronaphthalene]